C1(CC1)C=1N(C=CN1)CC1=CC=C(C=C1)C=1N=C(SC1S(=O)(=O)NC(OCCCC)=O)CC(C)C butyl ((4-(4-((2-cyclopropyl-1H-imidazol-1-yl)methyl)phenyl)-2-isobutylthiazol-5-yl)sulfonyl)carbamate